CN1C=CC2=CC=C(C=C12)C=1C=C(C=C2N=CC=NC12)NC=1CN(C=CC1)C1CN(CCC1)C 3-{[8-(1-methyl-1H-indol-6-yl)quinoxalin-6-yl]amino}-N-(1-methylpiperidin-3-yl)pyridine